CC1=C(C=C(C(=C1)O)C)CC1=C(C(=CC(=C1)C1CCCCC1)CC1=C(C=C(C(=C1)C)O)C)O 2,6-Bis-[2,5-dimethyl-4-hydroxyphenyl-methyl]-4-cyclohexylphenol